CC(C)(C(C)C)[Si](OC)(OC)OC 2,3-dimethyl-2-trimethoxysilyl-butane